CN1CCC(CC1)NC(=O)C=1C=C(C=C2C(=CNC12)CC(F)(F)F)C#CCNC=1C(OC)=CC=C(C1)S(=O)(=O)C N-(1-methyl-4-piperidyl)-5-[3-(4-mesyl-2-anisidino)-1-propynyl]-3-(2,2,2-trifluoroethyl)-7-indolecarboxamide